FC1(C(OC(O1)=O)O)F 5,5-difluoro-4-hydroxy-1,3-dioxolan-2-one